5-(4-(dimethoxymethyl)piperidin-1-yl)-1H-indole COC(C1CCN(CC1)C=1C=C2C=CNC2=CC1)OC